COC=1C(=CC2=C(N=NS2)C1)OC 5,6-dimethoxybenzothiadiazole